(2,2-difluoroethyl)piperidin-4-ol FC(CN1CCC(CC1)O)F